CC1=CC(=NN1C1CCOCC1)N1CCN(CC1)CCN1CCOCC1 4-[2-[4-(5-methyl-1-tetrahydropyran-4-yl-pyrazol-3-yl)piperazin-1-yl]ethyl]morpholine